CN(C(SC1=CC=C(C=C1)CN(C)C)=O)C S-[4-[(dimethylamino)methyl]phenyl] N,N-dimethylcarbamothioate